CC(CCC)S(=O)(=O)[O-] penta-2-yl-sulfonate